NC1=NC=NN2C1=C(C=C2C=2C(=C(C(=O)N[C@@H]1CN(C[C@@H]1F)C(=O)C1CC(CC1)(F)F)C(=CC2)CC)F)C(F)(F)F 3-[4-amino-5-(trifluoromethyl)pyrrolo[2,1-f][1,2,4]triazin-7-yl]-N-[(3R,4S)-1-(3,3-difluorocyclopentanecarbonyl)-4-fluoropyrrolidin-3-yl]-6-ethyl-2-fluorobenzamide